COC1=CC2=C(N=C(S2)C(=O)O)C=C1 6-methoxybenzo[d]thiazole-2-carboxylic acid